[Y].[Co] Cobalt-yttrium